7-((3S,4S)-4-((4-chloro-2-fluorophenyl)amino)-3-methylpiperidin-1-yl)-2,4-dimethyl-5-oxo-4,5-dihydrothiazolo[5,4-b]pyridine-6-carbonitrile ClC1=CC(=C(C=C1)N[C@@H]1[C@H](CN(CC1)C=1C2=C(N(C(C1C#N)=O)C)SC(=N2)C)C)F